2-({4-[(2-imino-5-methyl-2,3-dihydro-1,3-oxazol-3-yl)methyl]-1H-1,3-benzodiazol-2-yl} amino)-2-[3-(trifluoromethoxy)phenyl]-propyl 2,2-dimethylpropanoate CC(C(=O)OCC(C)(C1=CC(=CC=C1)OC(F)(F)F)NC1=NC2=C(N1)C=CC=C2CN2C(OC(=C2)C)=N)(C)C